Methyl-2-methyl-2-pyrrolidin-3-yl-propionic acid CCC(C(=O)O)(C1CNCC1)C